2-chloro-N-((3aR,5s,6aS)-2-(5-(3-cyano-6-(1-methyl-1H-pyrazol-4-yl)pyrazolo[1,5-a]pyridin-4-yl)pyridin-2-yl)-5-methyloctahydrocyclopenta[c]pyrrol-5-yl)-6-fluorobenzenesulfonamide ClC1=C(C(=CC=C1)F)S(=O)(=O)NC1(C[C@@H]2[C@@H](CN(C2)C2=NC=C(C=C2)C=2C=3N(C=C(C2)C=2C=NN(C2)C)N=CC3C#N)C1)C